methyl 3-((2-(trimethylsilyl) ethoxy) methyl)-3H-imidazo[4,5-b]pyridine-7-carboxylate C[Si](CCOCN1C=NC=2C1=NC=CC2C(=O)OC)(C)C